3-((1H-benzo[d]pyridine-5-yl)oxy)benzimidamide C1C2=C(C=CN1)C(=CC=C2)OC=2C=C(C(N)=N)C=CC2